tert-Butyl (S)-(1-(2-((1-isopropyl-3-nitro-1H-pyrazolo[3,4-b]pyridin-6-yl)amino)-5-(1-(2,2,2-trifluoroethyl)-1H-pyrazol-4-yl)pyridin-4-yl)piperidin-3-yl)carbamate C(C)(C)N1N=C(C=2C1=NC(=CC2)NC2=NC=C(C(=C2)N2C[C@H](CCC2)NC(OC(C)(C)C)=O)C=2C=NN(C2)CC(F)(F)F)[N+](=O)[O-]